[[amino-[3-[2-[[3-[3-(tert-butoxy carbonylamino)propanoylamino]phenyl]sulfonylamino]-2-thiazol-2-yl-ethyl]phenyl]methylene]amino] acetate C(C)(=O)ON=C(C1=CC(=CC=C1)CC(C=1SC=CN1)NS(=O)(=O)C1=CC(=CC=C1)NC(CCNC(=O)OC(C)(C)C)=O)N